4-(4,5-Dimethyl-2-((2,2,3,3-tetramethylcyclopropan-1-carbonyl)imino)-thiazol-3(2H)-yl)butyl-1,1,2,2,3,3,4,4-d8-4-methylbenzensulfonat CC=1N(C(SC1C)=NC(=O)C1C(C1(C)C)(C)C)C(C(C(C([2H])([2H])OS(=O)(=O)C1=CC=C(C=C1)C)([2H])[2H])([2H])[2H])([2H])[2H]